The molecule is an alkaloid that is 3a,4-dihydroimidazo[1,5-a]quinazolin-5(3H)-one substituted by a 4-hydroxyphenyl group at position 3. It has been isolated from Penicillium paneum. It has a role as a Penicillium metabolite. It is an organic heterotricyclic compound, an alkaloid and a member of phenols. C1=CC=C2C(=C1)C(=O)N[C@@H]3N2C=N[C@H]3C4=CC=C(C=C4)O